3-AMINO-IMIDAZO[1,2-A]PYRIDIN-2-CARBOXALDEHYDE NC1=C(N=C2N1C=CC=C2)C=O